Cl.S1C=NC=C1C1CCNCC1 4-(1,3-thiazol-5-yl)piperidine hydrochloride